2-Cyano-6-{[(2,4-dimethoxyphenyl)methyl]amino}-4-methylpyridine-3-carboxylic acid methyl ester COC(=O)C=1C(=NC(=CC1C)NCC1=C(C=C(C=C1)OC)OC)C#N